1-aminosorbitol NC(O)[C@H](O)[C@@H](O)[C@H](O)[C@H](O)CO